C1(CC1)C=1N=C2N(C=C(C=C2)N)C1 2-cyclopropylimidazo[1,2-a]pyridin-6-amine